(8-methoxy-7-piperazin-1-yl-4-isoquinolinyl)hexahydropyrimidine-2,4-dione COC=1C(=CC=C2C(=CN=CC12)N1C(NC(CC1)=O)=O)N1CCNCC1